7-methyl-1-oxa-3-azaspiro[4.5]decan-2-one CC1CC2(CNC(O2)=O)CCC1